4,5-dihydro-1H-benzo[g]indole-2-carboxylic acid N1C(=CC=2CCC3=C(C12)C=CC=C3)C(=O)O